1-(4-Methyl-6-((3-(methylamino)propyl)amino)pyrimidin-2-yl)-3-(naphthalen-2-yl)urea CC1=NC(=NC(=C1)NCCCNC)NC(=O)NC1=CC2=CC=CC=C2C=C1